(4R)-4-cyano-4-methylisochromane-6-carboxylic acid C(#N)[C@@]1(COCC2=CC=C(C=C12)C(=O)O)C